tert-butyl ((R)-4-morpholino-1,4-dioxo-1-(((R)-1-((3aS,4S,6S,7aR)-3a,5,5-trimethylhexahydro-4,6-methanobenzo[d][1,3,2]dioxaborol-2-yl)butyl)amino) butan-2-yl)carbamate O1CCN(CC1)C(C[C@H](C(N[C@@H](CCC)B1O[C@@]2([C@H](O1)C[C@H]1C([C@@H]2C1)(C)C)C)=O)NC(OC(C)(C)C)=O)=O